C12(CC(C1)C2)C=2C(=C(C=CC2)S(=O)(=O)NC)OC (bicyclo[1.1.1]pentan-1-yl)-2-methoxy-N-methylbenzenesulfonamide